C(C=C)CS(=O)(=O)[O-] allyl-mesylate